ClC=1C(=C(C=2CCCC(C2C1)(F)F)C(=O)OC)OC Methyl 3-chloro-5,5-difluoro-2-methoxy-5,6,7,8-tetrahydronaphthalene-1-carboxylate